hydroxy-4-((3-(2-(2-(3,4-difluorophenyl)acetamido)ethyl)-5-methoxy-1H-indol-1-yl)methyl)-benzamide OC1=C(C(=O)N)C=CC(=C1)CN1C=C(C2=CC(=CC=C12)OC)CCNC(CC1=CC(=C(C=C1)F)F)=O